BrC1=C2C(=NN(C2=C(C(=C1)Cl)Cl)C1OCCCC1)C=1C=NN(C1)C1OCCCC1 4-Bromo-6,7-dichloro-1-tetrahydropyran-2-yl-3-(1-tetrahydropyran-2-ylpyrazol-4-yl)indazole